(2R,5'S)-5'-methyl-5-morpholinyl-3H-spiro[furo[2,3-c]pyridine-2,3'-pyrrolidine] C[C@H]1C[C@@]2(CN1)CC=1C(=CN=C(C1)N1CCOCC1)O2